C(C)N1C(C=2SC3=C(SN=C3SC2C1=O)C#N)=O 11-ethyl-10,12-dioxo-2,5,8-trithia-4,11-diazatricyclo[7.3.0.03,7]dodeca-1(9),3,6-triene-6-carbonitrile